ClC1=C(C=CC(=C1)C1CC1)C=1C=C(C2=C(NC=N2)C1)C(=O)O 6-(2-chloro-4-cyclopropylphenyl)-1H-benzo[d]imidazole-4-carboxylic acid